C12(CCCC(CC1)C2)CC(=O)NCCCCCCCOC2=C(C=C1C(=NC(=NC1=C2)C)N[C@H](C)C2=CC(=CC=C2)Br)OC 2-(bicyclo[3.2.1]octan-1-yl)-N-(7-((4-(((R)-1-(3-bromophenyl)ethyl)amino)-6-methoxy-2-methylquinazolin-7-yl)oxy)heptyl)acetamide